O=C1N(C(C2=CC=CC=C12)=O)[C@H](C(=O)O)CCCCO (S)-2-(1,3-dioxoisoindolin-2-yl)-6-hydroxycaproic acid